6-(3-methoxyphenyl)indolo[1,2-a]quinoxaline COC=1C=C(C=CC1)C=1C=2N(C=3C=CC=CC3N1)C1=CC=CC=C1C2